C1(CCC1)OC1=CC=C2CCCN(C2=C1)CCC1=CC=C(C(=O)NCC2=NC=C(C=C2)S(=O)(=O)CC)C=C1 4-(2-(7-Cyclobutoxy-3,4-dihydroquinolin-1(2H)-yl)ethyl)-N-((5-(ethylsulfonyl)pyridin-2-yl)methyl)benzamide